BrC=1C=NN2C1OCC2 7-bromo-2,3-dihydro-pyrazolo[5,1-B]oxazole